F[Si](Cl)(C(C(C(C(F)(F)F)(F)F)(F)F)(F)F)F perfluorobutyl-chlorosilane